3-isopropyl-5-[2-(5-chloro-2-morpholin-4-yl-ethoxy)-benzyl]-1,6-dihydro-pyrazolo[4,3-d]pyrimidin-7-one C(C)(C)C1=NNC2=C1N=C(NC2=O)CC2=C(C=CC=C2)OCCN2CCOCC2Cl